OC=1C=C(C=CC1[N+](=O)[O-])N1C=NC(=C1)C#N 1-(3-hydroxy-4-nitrophenyl)-1H-imidazole-4-carbonitrile